(trans)-N-(8-amino-6-(5-methyl-2-oxoimidazolidin-1-yl)isoquinolin-3-yl)-2-cyanocyclopropanecarboxamide NC=1C=C(C=C2C=C(N=CC12)NC(=O)[C@H]1[C@@H](C1)C#N)N1C(NCC1C)=O